FC1([C@@H](N(CC1)C=1N=C2N(C(C1C)=O)C=C(C=C2[C@@H](C)NC2=C(C(=O)O)C=CC=C2)C)C)F 2-(((R)-1-(2-((S)-3,3-difluoro-2-methylpyrrolidin-1-yl)-3,7-dimethyl-4-oxo-4H-pyrido[1,2-a]pyrimidin-9-yl)ethyl)amino)benzoic acid